titanium (IV) tetrabutanolate C(CCC)[O-].C(CCC)[O-].C(CCC)[O-].C(CCC)[O-].[Ti+4]